BrC1=CC(=C(C=C1)[N+](=O)[O-])C 4-Bromo-2-methyl-1-nitrobenzene